5-chloro-N-(2-chlorophenyl)-2-(1H-imidazol-1-yl)pyrimidine-4-carboxamide ethyl-2-[5-(3-bromophenyl)-2-(cyclopropylmethyl)-1H-pyrrol-3-yl]-5-iodo-1,3-thiazole-4-carboxylate C(C)OC(=O)C=1N=C(SC1I)C1=C(NC(=C1)C1=CC(=CC=C1)Br)CC1CC1.ClC=1C(=NC(=NC1)N1C=NC=C1)C(=O)NC1=C(C=CC=C1)Cl